1,3-dihydro-2H-benzimidazol-2-thione N1C(NC2=C1C=CC=C2)=S